8-Methyl-2-[2-(piperazin-1-yl)ethyl]-N-[(2S)-tetrahydrofuran-2-ylmethyl]-4,5-dihydro-2H-furo[2,3-g]indazol-7-carboxamid CC1=C(OC=2CCC3=CN(N=C3C21)CCN2CCNCC2)C(=O)NC[C@H]2OCCC2